FC1=C(C(=CC=C1)OC)C1=CC=C(C(=N1)N1C(C[C@@H](C1)C)(C)C)C(=O)NS(=O)(=O)C=1C(NC=CC1)=O 6-(2-Fluoro-6-methoxyphenyl)-N-[(2-oxo-1H-pyridin-3-yl)sulfonyl]-2-[(4S)-2,2,4-trimethylpyrrolidin-1-yl]pyridin-3-carboxamid